3-t-butylperoxy-1,3-dimethylbutyl methacrylate C(C(=C)C)(=O)OC(CC(C)(C)OOC(C)(C)C)C